3-(2-ethylphenyl)propionic acid 2-methoxyphenyl ester COC1=C(C=CC=C1)OC(CCC1=C(C=CC=C1)CC)=O